C(C)(C)O isopropanol